6-[5-[2-[(4-fluoro-1-methoxy-6,7-dihydro-5H-cyclopenta[c]pyridin-6-yl)methylamino]ethyl]-2-oxo-oxazolidin-3-yl]-4H-pyrido[3,2-b][1,4]oxazin-3-one FC=1C2=C(C(=NC1)OC)CC(C2)CNCCC2CN(C(O2)=O)C=2C=CC=1OCC(NC1N2)=O